ClC=1C(=NC(=NC1)N[C@@H]1[C@H](COCC1)O)C1=CC=C2CN(C(C2=C1)=O)CC(N1CC2=CC=CC=C2CC1)=O (Trans)-6-(5-chloro-2-{[(3R,4S)-3-hydroxyoxan-4-yl]amino}pyrimidin-4-yl)-2-[2-oxo-2-(1,2,3,4-tetrahydroisoquinolin-2-yl)ethyl]-2,3-dihydro-1H-isoindol-1-one